C(C)N(C=1C=C(C=CC1N(CC)CC)C(C1=CC=CC=C1)=O)CC 3',4'-bis(diethylamino)benzophenone